pentacosyl-allyl-tetrabromoethylenediamine C(CCCCCCCCCCCCCCCCCCCCCCCC)C(CN(Br)Br)(N(Br)Br)CC=C